ClC1=NC(=C2N=CN(C2=N1)CC(C1=NC=CC=C1)(F)F)Cl 2,6-dichloro-9-(2,2-difluoro-2-(pyridin-2-yl)ethyl)-9H-purine